2-(4,6-bis(trifluoromethyl)pyridin-2-yl)-N-(3,4-difluorophenyl)-N-methyl-5-oxopyrazolidine-3-carboxamide FC(C1=CC(=NC(=C1)C(F)(F)F)N1NC(CC1C(=O)N(C)C1=CC(=C(C=C1)F)F)=O)(F)F